(Cinnamoyloxy)benzene C(C=CC1=CC=CC=C1)(=O)OC1=CC=CC=C1